2-isobutyl-5-(4,4,5,5-tetramethyl-1,3,2-dioxaborolan-2-yl)-2H-indazole C(C(C)C)N1N=C2C=CC(=CC2=C1)B1OC(C(O1)(C)C)(C)C